CN(C1=NC=C(C=N1)C(=O)NC(C(=O)OCC)\C=C\C(C)(C)C)C ethyl (E)-2-[2-(dimethylamino)-5-pyrimidinylcarbonylamino]-5,5-dimethyl-3-hexenoate